titanous hydroxide [OH-].[Ti+3].[OH-].[OH-]